bis(2,5-dimethylcyclopentyl)dimethoxysilane CC1C(C(CC1)C)[Si](OC)(OC)C1C(CCC1C)C